13-(1,3-dihydroxypropyl)oxacyclotridecan-2-one OC(CCO)C1CCCCCCCCCCC(O1)=O